N-[2-(dimethylamino)ethyl]-1,6-bis(propan-2-yl)-1H-pyrazolo[3,4-b]pyridine-4-carboxamide CN(CCNC(=O)C=1C2=C(N=C(C1)C(C)C)N(N=C2)C(C)C)C